monofluorodichloroethane FC(C)(Cl)Cl